FC(OC1=NC=2C3=C(C=CC2C=C1)C=CN3)(F)F 8-(trifluoromethoxy)-1H-pyrrolo[3,2-h]quinoline